fluorosulfonyl carbamate C(N)(OS(=O)(=O)F)=O